7-(7-(1-ethyl-1H-pyrazol-4-yl)-5H-pyrrolo[2,3-b]pyrazin-2-yl)-2,5-dimethyl-1,2,3,4-tetrahydroisoquinoline C(C)N1N=CC(=C1)C1=CNC2=NC=C(N=C21)C2=CC(=C1CCN(CC1=C2)C)C